2-(2-(3-(1',2'-Dihydrospiro[cyclopropane-1,3'-pyrrolo[2,3-b]pyridin]-5'-yl)phenyl)-3-methylpyridin-4-yl)acetonitrile N1CC2(C=3C1=NC=C(C3)C=3C=C(C=CC3)C3=NC=CC(=C3C)CC#N)CC2